O(O)O.[Mn+3] manganese(III) oxyhydroxide